trans-methyl 4-(4-(4-chlorophenyl)thiazol-2-yl)cyclohexanecarboxylate ClC1=CC=C(C=C1)C=1N=C(SC1)[C@@H]1CC[C@H](CC1)C(=O)OC